ClC1=CC=C(C=C1)C1=C(CCC(C1)(C)C)CN1CC(N(CC1)C(=O)C=1C=C2CN(C(C2=CC1F)=O)C1C(NC(CC1)=O)=O)CF 3-(5-(4-((4'-chloro-5,5-dimethyl-3,4,5,6-tetrahydro-[1,1'-biphenyl]-2-yl)methyl)-2-(fluoromethyl)piperazine-1-carbonyl)-6-fluoro-1-oxoisoindolin-2-yl)piperidine-2,6-dione